3-(4-(4-cyclohexylpiperazin-1-yl)-3-fluorophenyl)-1-(isoquinolin-1-yl)-1H-1,2,4-triazole-3,5-diamine C1(CCCCC1)N1CCN(CC1)C1=C(C=C(C=C1)C1(NN(C(=N1)N)C1=NC=CC2=CC=CC=C12)N)F